ClC1=C(C(=O)O)C=C(C(=C1)Cl)[N+](=O)[O-] 2,4-dichloro-5-nitrobenzoic acid